BrC1=C(C=C2C=C(N(C2=C1)S(=O)(=O)C1=CC=C(C)C=C1)CNC(OC(C)(C)C)=O)OC tert-butyl ((6-bromo-5-methoxy-1-tosyl-1H-indol-2-yl)methyl)carbamate